O=C[C@H](CC)NC(OCCCC)=O butyl (S)-(1-oxobutan-2-yl)carbamate